ClC=1C=CC(=C(C1)C1=NC=NC(=C1)OC)N1N=CC(=C1)C(F)(F)F 4-{5-chloro-2-[4-(trifluoromethyl)-1H-pyrazol-1-yl]Phenyl}-6-methoxypyrimidine